3-(((3R,4R,5R,6R)-4,5-dihydroxy-6-(hydroxymethyl)tetrahydro-2H-pyran-3-yl)methyl)-1,1-dimethylurea O[C@@H]1[C@@H](CO[C@@H]([C@@H]1O)CO)CNC(N(C)C)=O